BrC1=CC=C(C=C1)C1OC1 2-(4-bromophenyl)oxirane